(2R,3R,4R,5S,6S)-2-(acetoxymethyl)-6-[7-chloro-6-(4-cyclopropylbenzyl)-2,3-Dihydrobenzofuran-4-yl]tetrahydro-2H-pyran-3,4,5-triyltriacetate C(C)(=O)OC[C@@H]1O[C@@H]([C@H]([C@H]([C@H]1CC(=O)[O-])CC(=O)[O-])CC(=O)[O-])C1=CC(=C(C2=C1CCO2)Cl)CC2=CC=C(C=C2)C2CC2